rac-5-(3-((1R,2R)-6,7-Difluoro-2-hydroxy-4,4-dimethyl-1,2,3,4-tetrahydronaphthalin-1-yl)ureido)-3-methyl-N-((5-methyl-1,3,4-oxadiazol-2-yl)methyl)-6-phenylpicolinamid FC=1C=C2C(C[C@H]([C@@H](C2=CC1F)NC(NC=1C=C(C(=NC1C1=CC=CC=C1)C(=O)NCC=1OC(=NN1)C)C)=O)O)(C)C |r|